N-((5-(tert-butyl)-2-methoxyphenyl)sulfonyl)-1-(1H-pyrazol-1-yl)-isoquinoline-6-carboxamide C(C)(C)(C)C=1C=CC(=C(C1)S(=O)(=O)NC(=O)C=1C=C2C=CN=C(C2=CC1)N1N=CC=C1)OC